[(1s)-1-aminopropyl]-4-fluorobenzonitrile N[C@@H](CC)C1=C(C#N)C=CC(=C1)F